C(=O)(OCC1C2=CC=CC=C2C2=CC=CC=C12)SCC1C2=CC=CC=C2C=2C=CC=CC12 9-fluorenylmethyl (Fmoc) sulfide